C(CCCCCCCCCC)OC(CBr)=O.C(C1=CC=CC=C1)O[C@@H]1[C@H](N(C[C@@H]([C@H]1OCC1=CC=CC=C1)OCC1=CC=CC=C1)CC1CCNCC1)C (2R,3R,4R,5S)-3,4,5-tris(benzyloxy)-2-methyl-1-(piperidin-4-ylmethyl)piperidine Undecyl-2-bromoacetate